COC=1C(=C(N)C=CC1)[N+](=O)[O-] 3-methoxy-2-nitro-aniline